3,5-bis(benzylamino)tetrahydro-2H-thiopyran 1,1-dioxide C(C1=CC=CC=C1)NC1CS(CC(C1)NCC1=CC=CC=C1)(=O)=O